ethylene brassylat C1(CCCCCCCCCCCC(=O)OCCO1)=O